C1(CCCCC1)OC(=O)N1CC(C1)O cyclohexyl-cis-3-hydroxyazetidine-1-carboxylate